5-[3-[(3aR,7aS)-6-Ethyl-3,3a,4,5,7,7a-hexahydro-2H-pyrrolo[2,3-c]pyridin-1-yl]-5-methyl-1,2,4-triazin-6-yl]-2,3-dihydrobenzofuran-4-ol C(C)N1C[C@@H]2[C@H](CC1)CCN2C=2N=NC(=C(N2)C)C2=CC=C1C(CCO1)=C2O